C(C)(C)(C)OC(=O)NC1[C@@H]([C@H](CC1(F)F)C(=O)OC)O (1S,2R-37R)-Methyl 3-((tert-Butoxycarbonyl)amino)-4,4-difluoro-2-hydroxycyclopentanecarboxylate